COC(=O)N1[C@H](CCC2=C3C(=CC=C12)N(C(=N3)CC(N3CCCCC3)=O)C3CCCCC3)C (1R,3R)-3-((S)-6-(Methoxycarbonyl)-7-methyl-2-(2-oxo-2-(piperidin-1-yl)ethyl)-6,7,8,9-tetrahydro-3H-imidazo[4,5-f]chinolin-3-yl)cyclohexan